F[C@@H]1C[C@@]2(CCCN2C1)COC=1C(=C2C=C(N=C(C2=CN1)N1CCC1)C1=CC(=CC2=CC=C(C(=C12)C#C[Si](C(C)C)(C(C)C)C(C)C)F)O)F 4-(6-{[(2R,7aS)-2-fluoro-hexahydropyrrolizin-7a-yl]methoxy}-1-(azetidin-1-yl)-5-fluoro-2,7-naphthyridin-3-yl)-6-fluoro-5-[2-(triisopropylsilyl)ethynyl]naphthalen-2-ol